2,4,4-trimethylhexamethylene-diamine CC(CN)CC(CCN)(C)C